1-[(2-Bromophenyl)sulfonyl]-5-methoxy-3-[(4-methyl-1-piperazinyl)methyl]-1H-indole BrC1=C(C=CC=C1)S(=O)(=O)N1C=C(C2=CC(=CC=C12)OC)CN1CCN(CC1)C